5-{2-[2-(2-Methoxychinolin-8-sulfonamido)phenyl]ethynyl}pyridin COC1=NC2=C(C=CC=C2C=C1)S(=O)(=O)NC1=C(C=CC=C1)C#CC=1C=CC=NC1